C1(=CC=CC=2C(=CC=CC12)N)N 1,5-naphthalenediamine